COC=1C=C(C=CC1OC)S(=O)(=O)NC1=CC2=C(C(=NO2)C)C=C1[N+](=O)[O-] 3,4-dimethoxy-N-(3-methyl-5-nitrobenzo[d]isoxazol-6-yl)benzenesulfonamide